tagatopyranose OCC1(O)[C@@H](O)[C@@H](O)[C@H](O)CO1